ClC1=C(C=CC=C1)CCN1C2=C(OCC1=O)C=C(C=C2)NC(=O)NC2=CC=C1C=CNC1=C2 1-(4-(2-chlorophenylethyl)-3-oxo-3,4-dihydro-2H-benzo[b][1,4]oxazin-7-yl)-3-(1H-indol-6-yl)urea